C(C1=CC=CC=C1)N1CC2(C1)CC(C2)NC(=O)N2C[C@@H](N([C@H](C2)C)C2=NC=C(C=N2)C#N)C (3S,5S)-N-{2-benzyl-2-azaspiro[3.3]heptan-6-yl}-4-(5-cyanopyrimidin-2-yl)-3,5-dimethylpiperazine-1-carboxamide